tert-butyl (morpholin-2-ylmethyl)carbamate N1CC(OCC1)CNC(OC(C)(C)C)=O